[O-2].[Ag+3].[Ag+].[O-2] mono-silver (I) mono-silver (III) oxide